OC1=C(C(=O)C2=CC3=C(NC(N(C3)CCC(C)C)=O)N=C2)C=C(C=C1OC)\C=C\C1=CC=C(C=C1)OC (E)-6-(2-hydroxy-3-methoxy-5-(4-methoxystyryl)benzoyl)-3-isopentyl-3,4-dihydropyrido[2,3-d]pyrimidin-2(1H)-one